4,4'-dimethyl-2,2'-bipyridinate CC1=C(C(=NC=C1)C1=NC=CC(=C1)C)C(=O)[O-]